4-(phenoxy)phenylmagnesium chloride O(C1=CC=CC=C1)C1=CC=C(C=C1)[Mg]Cl